C(CCC)[Sn](C1=CC2=C(S1)C=C(C=C2)[Se]CC(CCCCCC)CCCC)(CCCC)CCCC tributyl-(6-(2-butyloctyl)selenobenz[3,2-b]thiophen-2-yl)tin